3-(cyclopropoxy)-4-nitro-1H-pyrazole C1(CC1)OC1=NNC=C1[N+](=O)[O-]